FC1=NC(=CC=C1S(=O)(=O)N1[C@@H](CCC1)C(=O)O)C ((2-Fluoro-6-methylpyridin-3-yl)sulfonyl)-L-proline